(1R,3S)-benzyl 3-((tert-butoxy carbonyl)amino)cyclohexanecarboxylate C(C)(C)(C)OC(=O)N[C@@H]1C[C@@H](CCC1)C(=O)OCC1=CC=CC=C1